3,4-dimethyl-thiophene CC1=CSC=C1C